6-(5-aminophenyl)-5-(2,6-difluoro-4-((4-methylpyrimidin-2-yl)oxy)phenyl)-7-methyl-5H-pyrrolo[3,2-d]pyrimidin-4-amine NC=1C=CC=C(C1)C1=C(C=2N=CN=C(C2N1C1=C(C=C(C=C1F)OC1=NC=CC(=N1)C)F)N)C